tert-butyl N-{2-[({3-[(3R)-3-[(tert-butyldimethylsilyl) oxy]-4,4-dimethylcyclohexyl]-1-(oxacyclohex-2-yl)-1H-pyrazol-4-yl} methyl) (methyl) amino] ethyl}-N-methylcarbamate [Si](C)(C)(C(C)(C)C)O[C@@H]1CC(CCC1(C)C)C1=NN(C=C1CN(CCN(C(OC(C)(C)C)=O)C)C)C1OCCCC1